C1(CC1)C1=CC=C2CN(C(C2=C1)COC)C(=O)NC=1C=C2CN(C(C2=CC1)=O)C1C(NC(CC1)=O)=O 6-cyclopropyl-N-(2-(2,6-dioxopiperidin-3-yl)-1-oxoisoindolin-5-yl)-1-(methoxymethyl)isoindoline-2-carboxamide